(Z)-4-amino-N-(3-chloro-4-fluorophenyl)-N'-hydroxy-1,2,5-oxadiazole-3-carboxamidine NC=1C(=NON1)/C(=N/O)/NC1=CC(=C(C=C1)F)Cl